CC=1C=CC2=CC=C3C=CC(=NC3=C2N1)C(=O)O 9-methyl-1,10-phenanthroline-2-carboxylic acid